C(#N)C=1N=C(OC1N(C(=O)NCCCN(C)C)C)C1=C(C(=CC(=C1)Cl)Cl)Cl (4-cyano-2-(2,3,5-trichlorophenyl)oxazol-5-yl)-3-(3-(dimethylamino)propyl)-1-methylurea